C(C)C=1C(=CC=C2C=C(C=C(C12)C1=C(C=2N=C(N=C(C2C=N1)N1CC(CCC1)S(=O)(=O)NC)OC[C@]12CCCN2C[C@@H](C1)F)F)O)F 1-(7-(8-Ethyl-7-fluoro-3-hydroxynaphthalen-1-yl)-8-fluoro-2-(((2R,7aS)-2-fluorotetrahydro-1H-pyrrolizin-7a(5H)-yl)methoxy)pyrido[4,3-d]pyrimidin-4-yl)-N-methylpiperidine-3-sulfonamide